(S)-N-(2-chloro-5-fluoro-4-(N-(1-(1-methylpiperidin-4-yl)ethyl)sulfamoyl)phenyl)-2-methylbenzamide hydrochloride Cl.ClC1=C(C=C(C(=C1)S(N[C@@H](C)C1CCN(CC1)C)(=O)=O)F)NC(C1=C(C=CC=C1)C)=O